2-(trifluoromethyl)pyridine-4-carboxamide FC(C1=NC=CC(=C1)C(=O)N)(F)F